N-[5-[2-methyl-4-[[1-(methylamino)cyclopropyl]methoxy]pyrazol-3-yl]pyrazolo[1,5-a]pyridin-2-yl]cyclopropanecarboxamide CN1N=CC(=C1C1=CC=2N(C=C1)N=C(C2)NC(=O)C2CC2)OCC2(CC2)NC